3-[2-[4-(8-chloroquinazolin-2-yl)phenoxy]ethoxy]cyclobutanecarboxylic acid methyl ester COC(=O)C1CC(C1)OCCOC1=CC=C(C=C1)C1=NC2=C(C=CC=C2C=N1)Cl